O=C(C(=O)OCC(F)(F)F)N1[C@H](CC[C@@H](C1)C)C=1C=CC2=C(N=C(S2)C2CCC(CC2)N(C)C)C1 |r| 2,2,2-trifluoroethyl 2-oxo-2-[rac-(2R,5S)-2-[2-[4-(dimethylamino)cyclohexyl]-1,3-benzothiazol-5-yl]-5-methyl-1-piperidyl]acetate